FC=1C=C(CCC=2C=C3C(=NNC3=CC2)\C=C\C2=NC=CC=C2)C=C(C1)F (E)-5-(3,5-difluorophenethyl)-3-(2-(pyridin-2-yl)vinyl)-1H-indazole